C(CC#C)N1N=C2C(CN([C@@H](C2)C)C(=O)OC(C)(C)C)=C1C(=O)OCC 5-tert-Butyl 3-ethyl (6R)-2-(but-3-yn-1-yl)-6-methyl-2,4,6,7-tetrahydro-5H-pyrazolo[4,3-c]-pyridine-3,5-dicarboxylate